N-((R)-3,3-difluoro-1-methylpiperidin-4-yl)-4-methoxy-5-(1-((R)-1,1,1-trifluoropropan-2-yl)-1H-benzo[d][1,2,3]triazol-6-yl)pyrrolo[2,1-f][1,2,4]triazin-2-amine FC1(CN(CC[C@H]1NC1=NN2C(C(=N1)OC)=C(C=C2)C=2C=CC1=C(N(N=N1)[C@@H](C(F)(F)F)C)C2)C)F